Diethyl [cyano(fluoro)methyl]phosphonate C(#N)C(F)P(OCC)(OCC)=O